2-fluoro-4-((2-methyl-3-butyn-2-yl)oxy)-1-nitrobenzene FC1=C(C=CC(=C1)OC(C)(C#C)C)[N+](=O)[O-]